FCS(=O)(=O)[O-].[Sm+3].FCS(=O)(=O)[O-].FCS(=O)(=O)[O-] samarium fluoromethanesulfonate